NC1=NC=CC(=C1C#CCO)C=1C=C2C(=NNC2=CC1)N 3-(2-Amino-4-(3-amino-1H-indazol-5-yl)pyridin-3-yl)prop-2-yn-1-ol